6-[6-amino-1-[(4-aminophenyl)methyl]pyrazolo[3,4-d]pyrimidine-4-yl]pyridine-2-carbonitrile NC1=NC(=C2C(=N1)N(N=C2)CC2=CC=C(C=C2)N)C2=CC=CC(=N2)C#N